NC(C[C@H](C(=O)N[C@H](CCC(=O)OC1=CC=CC=C1)C)NC(CCC)=O)=O Phenyl (S)-4-((R)-4-amino-2-butyramido-4-oxobutanamido)pentanoate